N-[8-(4,4-difluoropiperidin-1-yl)-1,7-naphthyridin-6-yl]-4-[(2R)-1-hydroxypropan-2-sulfonylamino]benzamide FC1(CCN(CC1)C=1N=C(C=C2C=CC=NC12)NC(C1=CC=C(C=C1)NS(=O)(=O)[C@@H](CO)C)=O)F